N-(2,3-dihydroxypropyl)-p-phenylenediamine OC(CNC1=CC=C(C=C1)N)CO